ClC1=CC=C2C(=CNC2=C1C1=NC=CN=C1Cl)S(=O)(=O)NC1=NC(=C(C(=N1)OC)OCC(F)F)OC 6-chloro-7-(3-chloropyrazin-2-yl)-N-[5-(2,2-difluoroethoxy)-4,6-dimethoxy-pyrimidin-2-yl]-1H-indole-3-sulfonamide